C(C)(C)(C)OC(=O)N1[C@H]([C@@H](C1)NC1=NC(=CN=C1)C=1C=NC(=NC1)OC1=CC(=CC=C1)Cl)C.C1(=CC=CC=C1)P(C1=CC=CC=C1)C1=CC=CC=C1 triphenylphosphine tert-butyl-(2S,3R)-3-[[6-[2-(3-chlorophenoxy)pyrimidin-5-yl]pyrazin-2-yl]amino]-2-methyl-azetidine-1-carboxylate